Tert-butyl ((R)-1-(7-((1S,3R)-3-acetamidocyclohexane-1-carboxamido)-3-cyano-2,6-naphthyridin-1-yl)pyrrolidin-3-yl)carbamate C(C)(=O)N[C@H]1C[C@H](CCC1)C(=O)NC1=NC=C2C=C(N=C(C2=C1)N1C[C@@H](CC1)NC(OC(C)(C)C)=O)C#N